sodium aluminum vanadium [V].[Al].[Na]